FC1CN(CC12CCO2)C2=CC=NC=C2 8-fluoro-4-(1-oxa-6-azaspiro[3.4]oct-6-yl)pyridin